N-((4-((2-(5,6-dihydroimidazo[1,2-a]pyrazin-7(8H)-yl)ethyl)amino)-3-nitrophenyl)sulfonyl)-2-(2,3-dihydropyrrolo[3',2':5,6]pyrido[2,3-b][1,4]oxazin-1(6H)-yl)benzamide N=1C=CN2C1CN(CC2)CCNC2=C(C=C(C=C2)S(=O)(=O)NC(C2=C(C=CC=C2)N2C1=C(OCC2)N=C2C(=C1)C=CN2)=O)[N+](=O)[O-]